CC=1C=CC=2N(C=3C=CC=CC3C2N1)CC1=CC=C(CP(O)(O)=O)C=C1 (4-((2-methyl-5H-pyrido[3,2-b]indol-5-yl)methyl)benzyl)phosphonic acid